ClC=1C(=NC2=CC(=CC=C2N1)OC=1C=CC2=C(NC(=N2)C)C1)C=1C=NN(C1)C1CC2(C1)CC(C2)(F)F chloro-2-(1-{6,6-difluorospiro[3.3]heptan-2-yl}-1H-pyrazol-4-yl)-7-[(2-methyl-1H-1,3-benzodiazol-6-yl)oxy]quinoxaline